C(CCCC)OC(CC\C=C/C#CC=C)OCCCCC 9,9-dipentyloxy-(5Z)-1,5-nonadien-3-yne